N-(5-chloro-6-(2H-1,2,3-triazol-2-yl)pyridin-3-yl)-1-(1-(5-oxopyrrolidin-2-yl)isoquinolin-4-yl)-5-(trifluoromethyl)-1H-pyrazole-4-carboxamide ClC=1C=C(C=NC1N1N=CC=N1)NC(=O)C=1C=NN(C1C(F)(F)F)C1=CN=C(C2=CC=CC=C12)C1NC(CC1)=O